ClC1=CC2=C(C(C3=C(N(S2(=O)=O)C)C=CC=C3)NCCCC(OCC)OCC)C=C1 3-Chloro-11-((4,4-diethoxybutyl)amino)-6-methyl-6,11-dihydrodibenzo[c,f][1,2]thiazepine 5,5-dioxide